C[Si](CCOC=1N=C(NC1)C=O)(C)C (2-(trimethylsilyl)ethoxy)imidazole-2-carbaldehyde